FCCC(C1=CC=C(C=C1)F)N1N=CC(=C1)C1=CC=CC(=N1)C1=CC=2N(C=C1)N=C(N2)N 7-(6-(1-(3-fluoro-1-(4-fluorophenyl)propyl)-1H-pyrazol-4-yl)pyridin-2-yl)-[1,2,4]triazolo[1,5-a]pyridin-2-amine